(2RS)-2-[6-[2-[4-[(4-Ethylpiperazin-1-yl)methyl]phenyl]ethynyl]-1-oxo-isoindolin-2-yl]-2-(5-fluoro-2-hydroxy-phenyl)-N-thiazol-2-yl-acetamid C(C)N1CCN(CC1)CC1=CC=C(C=C1)C#CC1=CC=C2CN(C(C2=C1)=O)[C@@H](C(=O)NC=1SC=CN1)C1=C(C=CC(=C1)F)O |r|